para-Nitrotoluen [N+](=O)([O-])C1=CC=C(C)C=C1